C(\C=C\CCCCCCCC)(=O)OC(CCCCCCCBr)CC (E)-5-Bromopentyl-3-pentyl undecenoate